C(C)(C)N(C(=O)C1=C(OC=2C(=NC=NC2)N2CC3(C2)CCN(CC3)CC3CCNCC3)C=CC(=C1)F)C(C)C 4-((2-(5-(2-(diisopropylcarbamoyl)-4-fluorophenoxy)pyrimidin-4-yl)-2,7-diazaspiro[3.5]nonan-7-yl)methyl)piperidine